C(C)(C)C1=C(NC2=CC=C(C=C12)N)C1=C2C(=NC=C1)NN=C2 3-isopropyl-2-(1H-pyrazolo[3,4-b]pyridin-4-yl)-1H-indol-5-amine